7-(Azetidin-3-ylsulfonyl)-N-(2-(4,4-difluoropiperidin-1-yl)-6-methylpyrimidin-4-yl)-5-(6-azaspiro[2.5]octan-6-yl)quinazolin-4-amine N1CC(C1)S(=O)(=O)C1=CC(=C2C(=NC=NC2=C1)NC1=NC(=NC(=C1)C)N1CCC(CC1)(F)F)N1CCC2(CC2)CC1